2,3,7,8-tetranitrobenzo[1,4]dioxin [N+](=O)([O-])C1=C(OC2=C(O1)C(=C(C=C2)[N+](=O)[O-])[N+](=O)[O-])[N+](=O)[O-]